FCCNC=1NC(C(=C(N1)C=1C=NC(=CC1)N1CC2N(C(C1)C2)CC=2C=NC(=CC2)OC)C#N)=O (2-Fluoroethylamino)-4-(6-(6-((6-methoxypyridin-3-yl)methyl)-3,6-diazabicyclo[3.1.1]heptan-3-yl)pyridin-3-yl)-6-oxopyrimidine-5-carbonitrile